C1(CC1)N1N=C(C=C1)S(=O)(=O)NC(NC1=C(C(=CC=2CCOC21)F)C2=CC=1N(C=C2)N=CC1)=O 1-cyclopropyl-N-((5-fluoro-6-(pyrazolo[1,5-a]pyridin-5-yl)-2,3-dihydrobenzofuran-7-yl)carbamoyl)1H-pyrazole-3-sulfonamide